ethoxy-3-(prop-1-en-2-yl)tetrahydro-2H-pyran-3-ol C(C)OC1OCCCC1(O)C(=C)C